C(C)(C)(C)C1=CC(=C(C=C1OC)CC=1OC2=C(N1)C=C(C=C2)C(=O)NCC2(CC2)C(F)(F)F)F 2-[(4-tert-butyl-2-fluoro-5-methoxyphenyl)methyl]-N-{[1-(trifluoromethyl)cyclopropyl]methyl}-1,3-benzoxazole-5-carboxamide